BrC1=C(C=C(ON2N=NC(=C2)C(=O)O)C=C1)C (4-bromo-3-methylphenoxy)-1H-1,2,3-triazole-4-carboxylic acid